C(C)[C@@H]1[C@H](C[C@H](N(C1)C=1C2=C(N(C(N1)=O)C)C=CC(=N2)C#N)C)OC2=NC=C(C=C2)OC(C)C |&1:2| 4-((2R,4S,SR)-5-ethyl-4-((5-isopropoxypyridin-2-yl)oxy)-2-methylpiperidin-1-yl)-1-methyl-2-oxo-1,2-dihydropyrido[3,2-d]pyrimidine-6-carbonitrile